ClC1=NC=C2NC(N(C2=N1)C1CCC(CC1)(C)O)=O 2-chloro-9-((1r,4r)-4-hydroxy-4-methylcyclohexyl)-7,9-dihydro-8H-purin-8-one